BrC=1C=C(SC1Br)S(=O)(=O)N 4,5-dibromothiophene-2-sulfonamide